C(C)(C)(C)OC(=O)N[C@H](C(=O)OCOC=1C=CC(=C2C=CC=NC12)[N+](=O)[O-])CC1=CC=CC=C1 (S)-(5-nitroquinolin-8-yloxy)methyl 2-(tert-butoxy carbonylamino)-3-phenylpropionate